NC1=NC2=C(C=3C=C(C=NC13)CCC1=C(C=C(OCCCCCCP(O)(O)=O)C=C1)C)C=CC(=C2)C 6-(4-(2-(5-amino-8-methylbenzo[f][1,7]naphthyridin-2-yl)ethyl)-3-methylphenoxy)hexylphosphonic acid